N-(trichloromethylthio)N-phenylbenzenesulfonamide 5-(4-azidobutoxy)-2-nitrophenyl-2-bromo-2-methylpropionate N(=[N+]=[N-])CCCCOC=1C=CC(=C(C1)OC(C(C)(C)Br)=O)[N+](=O)[O-].ClC(SN(S(=O)(=O)C1=CC=CC=C1)C1=CC=CC=C1)(Cl)Cl